CN1N=CC(=C1C1=NC=C(C(=N1)N1CCC(CC1)C(=O)NC([2H])([2H])C1=C(C(=CC(=C1)F)F)F)F)C 1-(2-(1,4-dimethyl-1H-pyrazol-5-yl)-5-fluoropyrimidin-4-yl)-N-((2,3,5-trifluorophenyl)methyl-d2)piperidine-4-carboxamide